ClC=1C(=NC=CC1C1=NC(=C(C=C1)CNC[C@@H]1NC(CC1)=O)OC)C=1C(=C(C=CC1)NC(C1=NC=C(C(=C1)OC)CNCCO)=O)C (R)-N-(3-(3'-chloro-6-methoxy-5-((((5-oxopyrrolidin-2-yl)methyl)amino)methyl)-[2,4'-bipyridin]-2'-yl)-2-methylphenyl)-5-(((2-hydroxyethyl)amino)methyl)-4-methoxypicolinamide